F[C@@H]1[C@@H](C1)C(=O)NC1=CC=C2C(=N1)N(C=C2C2=C(C=CC=C2)OC)COCC[Si](C)(C)C (1S,2S)-2-fluoro-N-(3-(2-methoxyphenyl)-1-((2-(trimethylsilyl)ethoxy)methyl)-1H-pyrrolo[2,3-b]pyridin-6-yl)cyclopropane-1-carboxamide